bis(2-ethylhexyl)urea C(C)C(CNC(NCC(CCCC)CC)=O)CCCC